O1C(=NN=C1)N 1,3,4-Oxadiazol-2-amin